6-[4-(hydroxymethyl)piperidin-1-yl]pyridazine-3-carboxylic acid OCC1CCN(CC1)C1=CC=C(N=N1)C(=O)O